BrC=1C=C2C(=CNC2=CC1)C(C(C)NC)=O 1-(5-bromo-1H-indol-3-yl)-2-(methylamino)propan-1-one